4-((2R,6S)-2,6-dimethylmorpholino)-N-(4,4,4-trifluorobutyl)-1H-benzo[d]imidazole-1-carboxamide C[C@H]1O[C@H](CN(C1)C1=CC=CC=2N(C=NC21)C(=O)NCCCC(F)(F)F)C